N-(3-(3-nitrophenyl)-1H-indazol-5-yl)benzothiamide [N+](=O)([O-])C=1C=C(C=CC1)C1=NNC2=CC=C(C=C12)NC(C1=CC=CC=C1)=S